3-(difluoromethoxy)-5-fluorobenzonitrile FC(OC=1C=C(C#N)C=C(C1)F)F